CC1=CC(=NN1)NC1=CC(=CC(=N1)N1C[C@H]2CC[C@@H](C1)N2C(=O)OC(C)(C)C)C(F)(F)F tert-butyl (1R,5S)-3-(6-((5-methyl-1H-pyrazol-3-yl) amino)-4-(trifluoromethyl) pyridin-2-yl)-3,8-diazabicyclo[3.2.1]octane-8-carboxylate